CN(CCOC1=C(C(=C(C=C1)NC1=NC=C(C(=N1)NC1=CC=CC=C1)C#N)[N+](=O)[O-])O)C 2-((4-(2-(dimethylamino)ethoxy)-hydroxy-2-nitrophenyl)amino)-4-(phenylamino)pyrimidine-5-carbonitrile